(8-(5-bromooxazole-2-carbonyl)-8-azabicyclo[3.2.1]oct-3-yl)carbamic acid tert-butyl ester C(C)(C)(C)OC(NC1CC2CCC(C1)N2C(=O)C=2OC(=CN2)Br)=O